2-(3-(8-amino-6-(6-(hydroxymethyl)pyridin-3-yl)imidazo[1,2-a]pyrazin-3-yl)-4-methylphenyl)-1,1-difluoropropan-2-ol NC=1C=2N(C=C(N1)C=1C=NC(=CC1)CO)C(=CN2)C=2C=C(C=CC2C)C(C(F)F)(C)O